3-isopropylbenzene-1,2-diamine C(C)(C)C1=C(C(=CC=C1)N)N